4-(4-(4-(3-aminopropyl)piperazin-1-yl)-3-fluorophenoxy)piperidine-2,6-dione NCCCN1CCN(CC1)C1=C(C=C(OC2CC(NC(C2)=O)=O)C=C1)F